Butenolide C1(C=CCO1)=O